C(C1=CC=CC=C1)OC1=C(N2C(C3=C(C=CC=C13)OC1=C(C=CC=C1C)C)=NC=N2)C(=O)NCC(=O)OCC ethyl (6-(benzyloxy)-10-(2,6-dimethylphenoxy)-[1,2,4]triazolo[5,1-a]isoquinoline-5-carbonyl)glycinate